(E)-3-(3-(4-methoxyphenyl)acryloyl)oxazolidin-2-one-5,5-d2 tert-Butyl-2-((((9H-fluoren-9-yl)methoxy)carbonyl)amino)-4-(6-methoxypyridin-3-yl)butanoate C(C)(C)(C)OC(C(CCC=1C=NC(=CC1)OC)NC(=O)OCC1C2=CC=CC=C2C=2C=CC=CC12)=O.COC1=CC=C(C=C1)/C=C/C(=O)N1C(OC(C1)([2H])[2H])=O